C(C)[C@H]1N(C(CC1)=O)C1CCN(CC1)C1CC2(CN(C2)C(=O)OCC)C1 Ethyl 6-{4-[(2R)-2-ethyl-5-oxopyrrolidin-1-yl]piperidin-1-yl}-2-azaspiro[3.3]heptane-2-carboxylate